(4-(5-chloro-2-(4-fluoro-2-methylphenoxy)-4-(trifluoromethyl)benzoylamino)-6-oxopyridazin-1(6H)-yl)acetic acid methyl ester COC(CN1N=CC(=CC1=O)NC(C1=C(C=C(C(=C1)Cl)C(F)(F)F)OC1=C(C=C(C=C1)F)C)=O)=O